C(CC(=O)[O-])(=O)OCCCC(CC1=CC(=C(C(=C1)C(C)(C)C)O)C(C)(C)C)(C1CC(N(C(C1)(C)C)C)(C)C)C1CC(N(C(C1)(C)C)C)(C)C bis(1,2,2,6,6-pentamethyl-4-piperidyl)[[3,5-bis(1,1-dimethylethyl)-4-hydroxyphenyl]methyl]butyl malonate